di(t-butyl)(fluoro)(2-pyridyl)silane C(C)(C)(C)[Si](C1=NC=CC=C1)(F)C(C)(C)C